2,2-dimethyl-3H-1-benzofuran-5-amine CC1(OC2=C(C1)C=C(C=C2)N)C